N(=C=O)C1=CC2=CC=CC(=C2C=C1)N=C=O 2,5-diisocyanatonaphthalene